methamidotin iodide C(=O)N[Sn](I)(I)I